tert-butyl N-[2-(4-{2-[4-amino-7-methyl-5-(4-phenoxyphenyl)-7H-pyrrolo[2,3-d]pyrimidin-6-yl]ethynyl}piperidin-1-yl)-2-oxoethyl]-N-methylcarbamate NC=1C2=C(N=CN1)N(C(=C2C2=CC=C(C=C2)OC2=CC=CC=C2)C#CC2CCN(CC2)C(CN(C(OC(C)(C)C)=O)C)=O)C